1-bromo-2,3-xylene BrC1=C(C(=CC=C1)C)C